FC1=C2C(=CNC2=CC=C1)CC(C)N 1-(4-fluoro-1H-indol-3-yl)propan-2-amine